C(C)(C)(C)OC(=O)N1CC2=CC=C(C=C2CC1)C#C 6-ethynyl-3,4-dihydroisoquinoline-2(1H)-carboxylic acid tert-butyl ester